4-[[(3S)-1-[7-(ethylamino)-5-fluoro-3-methyl-2-oxo-indolin-3-yl]-3-piperidyl]methyl]benzamide C(C)NC=1C=C(C=C2C(C(NC12)=O)(C)N1C[C@@H](CCC1)CC1=CC=C(C(=O)N)C=C1)F